COC=1C=C2C(=NC1)C=CN2C[C@@H]2CC[C@H](CC2)C(=O)O trans-4-[(6-methoxypyrrolo[3,2-b]pyridin-1-yl)methyl]cyclohexanecarboxylic acid